t-butylcyclohexyl-3,4-epoxycyclohexylcarboxylate C(C)(C)(C)C1C(CCC2C1O2)(C(=O)[O-])C2CCCCC2